(4-(1H-pyrrolo[3,2-b]pyridine-2-carbonyl)piperazin-1-yl)(2,2-difluorobenzo[d][1,3]dioxol-5-yl)methanone N1C(=CC2=NC=CC=C21)C(=O)N2CCN(CC2)C(=O)C2=CC1=C(OC(O1)(F)F)C=C2